ClC1=C(C(=NO)N)C=C(C=C1)C(F)(F)F 2-chloro-N'-hydroxy-5-(trifluoromethyl)benzamidine